4-methyl-6-(1-(thiazol-4-ylmethoxy)ethyl)nicotinic acid CC1=CC(=NC=C1C(=O)O)C(C)OCC=1N=CSC1